ethyl (S)-3-(benzyl((R)-1-phenylethyl)amino)-3-(3-iodo-4-(trifluoromethoxy)phenyl)propanoate C(C1=CC=CC=C1)N([C@@H](CC(=O)OCC)C1=CC(=C(C=C1)OC(F)(F)F)I)[C@H](C)C1=CC=CC=C1